1-(2,6-difluorophenyl)hexan-1-ol FC1=C(C(=CC=C1)F)C(CCCCC)O